NC(CO)CC 2-amino-butan-1-ol